2-(chloromethyl)-4-fluoro-5-methoxy-pyridine ClCC1=NC=C(C(=C1)F)OC